C1(=CC=CC2=CC=CC=C12)N(CC)CC N-naphthyldiethylamine